COC=1C=C(C=CC=O)C=CC1 3-MethoxyCinnamaldehyde